C(C)(C)(C)C1=CC=C(C=C1)C(C#CC1=CC=CC=C1)(C(C)(C)C)O 3-(4-(tert-butyl)phenyl)-4,4-dimethyl-1-phenylpent-1-yn-3-ol